N1CCC(CC1)CN1C[C@@H]2[C@H](C1)CC(C2)NC(OCC2=CC=CC=C2)=O benzyl ((3aR,5s,6aS)-2-(piperidin-4-ylmethyl)octahydrocyclopenta[c]pyrrol-5-yl)carbamate